ClC1=C(C(=NC=2C(=CC=C(C12)C#N)Cl)S(=O)CC1=NOC(=C1)C)C(C(C)C)=O 4,8-dichloro-3-isobutyryl-2-(((5-methylisoxazol-3-yl)methyl)sulfinyl)quinoline-5-carbonitrile